C(N)(=N)NC(CC1=C(C(=CC=C1Cl)NS(=O)(=O)C)Cl)=O N-carbamimidoyl-2-(2,6-dichloro-3-(methylsulfonamido)phenyl)acetamide